2-Amino-N-(3-chloro-2-methylphenyl)-6-({[2-(trifluoromethyl)phenyl]carbonyl}amino)-1H-benzoimidazole-4-carboxamide NC1=NC2=C(N1)C=C(C=C2C(=O)NC2=C(C(=CC=C2)Cl)C)NC(=O)C2=C(C=CC=C2)C(F)(F)F